N-(3-cyano-4-fluoro-2-vinylphenyl)-3-fluoro-5-(trifluoromethyl)benzamide C(#N)C=1C(=C(C=CC1F)NC(C1=CC(=CC(=C1)C(F)(F)F)F)=O)C=C